1-(6-methoxypyridin-3-yl)-3,4,6-tribenzyloxy-D-glucal COC1=CC=C(C=N1)C=1O[C@@H]([C@]([C@@](C1)(O)OCC1=CC=CC=C1)(O)OCC1=CC=CC=C1)C(O)OCC1=CC=CC=C1